C(C1=CC=CC=C1)N1[C@@H](CCC1)C(=O)N[C@H](C(=O)O)CCCCCCCC1=NC=2NCCCC2C=C1 (S)-2-((S)-1-benzyl-pyrrolidine-2-carboxamido)-9-(5,6,7,8-tetrahydro-1,8-naphthyridin-2-yl)nonanoic acid